C1=CC=CC=2C3=CC=CC=C3C(C12)COC(=O)N1[C@H](C[C@H](C1)F)C(=O)NC=1C(=C2C=NN(C2=CC1)C(=O)OC(C)(C)C)F tert-Butyl 5-({(4R)-1-[(9H-fluoren-9-ylmethoxy)carbonyl]-4-fluoro-D-prolyl}amino)-4-fluoro-1H-indazole-1-carboxylate